N1(CCC1)CC(=O)NC1=C(C=C(C=C1)NC=1N=CC2=C(N1)CN(CC2)C2=C(C1=C(OCCN1C(=O)OC(C)(C)C)N=C2)C)C tert-butyl 7-[2-({4-[2-(azetidin-1-yl)acetamido]-3-methylphenyl}amino)-5H,6H,7H,8H-pyrido[3,4-d]pyrimidin-7-yl]-8-methyl-1H,2H,3H-pyrido[2,3-b][1,4]oxazine-1-carboxylate